C(C1=CC=CC=C1)OCN1N=CN(C1=O)CC (benzyloxy)methyl-4-ethyl-2,4-dihydro-3H-1,2,4-triazol-3-one